BrCC1=C(N=NS1)C 5-(bromomethyl)-4-methyl-1,2,3-thiadiazole